4-methyl-2-(tributylstannyl)-pyridine CC1=CC(=NC=C1)[Sn](CCCC)(CCCC)CCCC